COC1=C(NC(=C1)C=1NC=2CCCC(C2C1)C)C=O 3-methoxy-5-(4-methyl-4,5,6,7-tetrahydro-1H-indol-2-yl)-1H-pyrrole-2-carbaldehyde